6,7-dimethyl-3-{2-[(piperidin-3-yl)amino]-5-(trifluoromethyl)pyrimidin-4-yl}-1H,4H,5H,6H,7H,8H-pyrrolo[2,3-c]azepin-8-one CC1CCC2=C(C(N1C)=O)NC=C2C2=NC(=NC=C2C(F)(F)F)NC2CNCCC2